7-(3-(4-Methylpiperazin-1-yl)propoxy)-4-propyl-8-(1,2,3,4-tetrahydroquinolin-1-carbonyl)-2H-chromen-2-one CN1CCN(CC1)CCCOC1=CC=C2C(=CC(OC2=C1C(=O)N1CCCC2=CC=CC=C12)=O)CCC